C(C1=CC=CC=C1)N1C2CC(CC1C(C2)(F)F)CC(=O)[O-] rac-8-benzyl-6,6-difluoro-8-azabicyclo[3.2.1]oct-3-ylacetate